β-methyl-glutaric acid CC(CC(=O)O)CC(=O)O